N2-(4-methoxy-3-(3-methoxypropoxy)phenyl)-N4,6-dimethylpyrimidine-2,4-diamine COC1=C(C=C(C=C1)NC1=NC(=CC(=N1)NC)C)OCCCOC